2-methoxy-7-((trifluoromethyl)sulfonyl)-9H-indeno[2,1-d]Pyrimidin-9-one COC=1N=CC2=C(N1)C(C=1C=C(C=CC12)S(=O)(=O)C(F)(F)F)=O